COCCN(C=1N=C(C=2N=C(N=C(C2N1)N1CCC(CC1)OC)N(CCC(=O)O)CCOC)N1CC(N(CC1)C)=O)CCOC 3-((6-(bis(2-methoxyethyl)amino)-4-(4-methoxypiperidin-1-yl)-8-(4-methyl-3-oxopiperazin-1-yl)pyrimido[5,4-d]pyrimidin-2-yl)(2-methoxyethyl)amino)propanoic acid